6-((1H-pyrazol-4-yl)sulfonyl)-7-methoxyimidazo[1,2-a]pyridine N1N=CC(=C1)S(=O)(=O)C=1C(=CC=2N(C1)C=CN2)OC